BrC1=C(C=O)C(=CC(=C1)F)[N+](=O)[O-] 2-bromo-4-fluoro-6-nitrobenzaldehyde